C(=O)(O)C1C(C2C(C(C1C2)C(=O)O)C(=O)O)CC(=O)O 3,5,6-tricarboxy-2-carboxymethylnorbornane